2-(pyridin-3-ylmethyl)-2,6,7,8-tetrahydro-1H-pyrrolo[2,3-e][1,2,4]triazolo[4,3-a]pyridin-1-one N1=CC(=CC=C1)CN1N=C2N(C3=C(C=C2)NCC3)C1=O